N-(3-((1S,4S)-5-methyl-2,5-diazabicyclo[2.2.1]heptan-2-yl)-5-(methylsulfonyl)phenyl)-4-((S)-3-phenylisooxazolidin-2-yl)-5-(trifluoromethyl)pyrimidin-2-amine CN1[C@@H]2CN([C@H](C1)C2)C=2C=C(C=C(C2)S(=O)(=O)C)NC2=NC=C(C(=N2)N2OCC[C@H]2C2=CC=CC=C2)C(F)(F)F